2-Amino-1-(4-chloro-3-hydroxy-2,6-dimethylphenyl)-5-methyl-6-((1-(methylamino)cyclopropyl)methoxy)-1H-pyrrolo[2,3-b]pyridine-3-carbonitrile NC1=C(C=2C(=NC(=C(C2)C)OCC2(CC2)NC)N1C1=C(C(=C(C=C1C)Cl)O)C)C#N